[4-(2-{4'-butyl-[1,1'-biphenyl]-4-yl}ethynyl)-2,6-difluorophenyl]ethynamine C(CCC)C1=CC=C(C=C1)C1=CC=C(C=C1)C#CC1=CC(=C(C(=C1)F)C#CN)F